((3-chlorobenzyl)amino)-6-(3,5-dimethylisoxazol-4-yl)-N-((1-methyl-1H-pyrazol-4-yl)methyl)quinazoline-2-carboxamide ClC=1C=C(CNC2=NC(=NC3=CC=C(C=C23)C=2C(=NOC2C)C)C(=O)NCC=2C=NN(C2)C)C=CC1